CC1C2=C(CN(C1)C(=O)C=1NC=CC1)C(=NN2CC2=CC=CC1=CC(=CC=C21)NC(CC)=O)C(=O)NC=2C=C(C=CC2)C 7-methyl-1-((6-propionamidonaphthalen-1-yl)methyl)-5-(1H-pyrrole-2-carbonyl)-N-(m-tolyl)-4,5,6,7-tetrahydro-1H-pyrazolo[4,3-c]pyridine-3-carboxamide